1-((2R,3R,4S,5R,6R)-2-((1-((3R,4S)-3-fluorotetrahydro-2H-pyran-4-yl)-1H-1,2,3-triazol-4-yl)methyl)-5-hydroxy-6-(hydroxymethyl)-3-methoxytetrahydro-2H-pyran-4-yl)-1H-1,2,3-triazol F[C@H]1COCC[C@@H]1N1N=NC(=C1)C[C@H]1O[C@@H]([C@@H]([C@@H]([C@H]1OC)N1N=NC=C1)O)CO